Pyrazolyl-dihydroisoquinoline N1N=C(C=C1)C1NC=CC2=CC=CC=C12